FC1CN(C1)C=1C=2N(C=CC1)C=C(N2)C(=O)OCC ethyl 8-(3-fluoroazetidin-1-yl)imidazo[1,2-a]pyridine-2-carboxylate